(4-methylpiperazin-1-yl)(4-(3-(4-(trifluoromethyl)phenyl)imidazo[2,1-b]thiazol-6-yl)phenyl)methanone CN1CCN(CC1)C(=O)C1=CC=C(C=C1)C=1N=C2SC=C(N2C1)C1=CC=C(C=C1)C(F)(F)F